C(CCCCCCCCCCCCCCCCC)P(OCCCCCCCCCCCCCCCCCC)([O-])=O octadecyl (octadecyl phosphonate)